N-cyclopropyl-6-(1-(2,2-difluoroethyl)-4-(4-fluorophenyl)-1H-imidazol-5-yl)imidazo[1,2-a]pyridine-3-carboxamide C1(CC1)NC(=O)C1=CN=C2N1C=C(C=C2)C2=C(N=CN2CC(F)F)C2=CC=C(C=C2)F